CC1=CC=CC(=N1)C1=C(N=CN1COCC[Si](C)(C)C)C=1C=C2C=C(C=NC2=CC1)N 6-(5-(6-methylpyridin-2-yl)-1-((2-(trimethylsilyl)ethoxy)methyl)-1H-imidazol-4-yl)quinolin-3-amine